1-(4-fluorophenyl)-2-methyl-8-(p-tolyl)-1H-imidazo[4,5-c]quinoline FC1=CC=C(C=C1)N1C(=NC=2C=NC=3C=CC(=CC3C21)C2=CC=C(C=C2)C)C